N[C@H]1C2N(CC1CC2)C(=O)C=2C=CC=1N(C2)N=C(C1C)C1=CC=2C(=NC(=CC2)N2CC(C2)OC)N1CC1CC1 ((7R)-7-amino-2-azabicyclo[2.2.1]hept-2-yl)(2-(1-(cyclopropylmethyl)-6-(3-methoxyazetidin-1-yl)-1H-pyrrolo[2,3-b]pyridin-2-yl)-3-methylpyrazolo[1,5-a]pyridin-6-yl)methanone